4-BROMOTHIAZOLE-5-CARBALDEHYDE BrC=1N=CSC1C=O